CC1=CC=C(C=C1)S(=O)(=O)OCCCOCCOCCOCCOCC(=O)OCC ethyl 15-[(4-methylbenzenesulfonyl)oxy]-3,6,9,12-tetraoxapentadecanoate